ClC1=CC(=C(C(=O)N2C[C@H](N(CC2)C2=CC=C(C(=C2C(=O)NCCN(C)C)F)C=2C(=NC=CC2)OCC)CC)C=C1)N1C[C@H](CC1)N(C)C 6-[(2R)-4-{4-chloro-2-[(3S)-3-(dimethylamino)pyrrolidin-1-yl]benzoyl}-2-ethylpiperazin-1-yl]-N-[2-(dimethylamino)ethyl]-3-(2-ethoxypyridin-3-yl)-2-fluorobenzamide